N-[4-[4-(4-Cyanophenyl)piperazin-1-yl]phenyl]-4-[2-[2-(2-fluoroethoxy)ethoxy]ethoxy]benzamid C(#N)C1=CC=C(C=C1)N1CCN(CC1)C1=CC=C(C=C1)NC(C1=CC=C(C=C1)OCCOCCOCCF)=O